C(C)(C)(C)OC(=O)N1C[C@@H]([C@@H](CC1)[C@H](C)N)C (3R,4R)-4-[(1S)-1-aminoethyl]-3-methylpiperidine-1-carboxylic acid tert-butyl ester